N,N-Dipropylnaphtho[2,1-d]oxazol-2-amine C(CC)N(C=1OC2=C(N1)C=CC1=CC=CC=C12)CCC